CCCC([N+]#[C-])S(=O)(=O)C1=CC=C(C=C1)C 1-N-PROPYL-1-TOSYLMETHYL ISOCYANIDE